C(C1=CC=CC=C1)OC1=C(N(C=C(C1=O)C(=O)OCC1=C(C=C(C=C1F)F)F)[C@H]1CCC2=C(NC1)C=CC=C2F)C(=O)OC |o1:28| (S)- or (R)-2-methyl 5-(2,4,6-trifluorobenzyl) 3-(benzyloxy)-1-(6-fluoro-2,3,4,5-tetrahydro-1H-benzo[b]azepin-3-yl)-4-oxo-1,4-dihydropyridine-2,5-dicarboxylate